OC1=C(C=C(C=O)C=C1)OCC 4-Hydroxy-3-ethoxybenzaldehyd